tert-butyl 4-[1-(2,6-dioxo-3-piperidyl)-2-oxo-benzo[cd]indol-6-yl]-1,4-diazepane-1-carboxylate O=C1NC(CCC1N1C(C2=C3C(C(=CC=C13)N1CCN(CCC1)C(=O)OC(C)(C)C)=CC=C2)=O)=O